C(C)(C)N1N=C(C2=C1C=1N(N=C2)C=C(C1)C=1C=NC=CC1)NCC1CCN(CC1)C(=O)OC methyl 4-(((1-isopropyl-8-(pyridin-3-yl)-1H-pyrazolo[3,4-d]pyrrolo[1,2-b]pyridazin-3-yl) amino)methyl)piperidine-1-carboxylate